[N-](S(=O)(=O)C(F)(F)F)S(=O)(=O)C(F)(F)F.C(CC)[NH+]1CCCCC1 1-propylpiperidinium bis(trifluoromethanesulfonyl)imide salt